ClC1=CC(=C(C(=C1)C)CCO)C 4-chloro-2,6-dimethylbenzeneethanol